1-[(4-methoxyphenyl)methyl]-3-[3-methyl-2-oxo-5-(piperidin-4-yl)-1,3-benzodiazol-1-yl]piperidine-2,6-dione COC1=CC=C(C=C1)CN1C(C(CCC1=O)N1C(N(C2=C1C=CC(=C2)C2CCNCC2)C)=O)=O